ClC=1C=C(C=CC1)C(=O)NN(C#N)C#N N-(3-chlorophenyl)carbonylhydrazono di-cyanide